O1[C@H](COC1)CN1N=C2C3=C(C[C@@H](C2=C1)C)OC(=C3C(F)(F)F)C(=O)NCC3=NC=CC=N3 (4S)-2-{[(2S)-1,4-Dioxolan-2-yl]methyl}-4-methyl-N-[(pyrimidin-2-yl)methyl]-8-(trifluoromethyl)-4,5-dihydro-2H-furo[2,3-g]indazole-7-carboxamide